C(=O)O.CC=1N=C2N(C=C(N=C2C)NC(=O)C=2C(=NC(=NC2)NC2CCNCC2)OCC)C1 N-(2,8-dimethylimidazo[1,2-a]pyrazin-6-yl)-4-ethoxy-2-(piperidin-4-ylamino)pyrimidine-5-carboxamide formate salt